CC(CC=C)OC(C)=O acetic acid pent-4-en-2-yl ester